N-methyl-2-({3-[(E)-2-{1-[2-(pyrrolidin-1-yl)ethyl]-1H-pyrazole-4-yl}vinyl]-1H-indazol-6-yl}thio)benzamide CNC(C1=C(C=CC=C1)SC1=CC=C2C(=NNC2=C1)\C=C\C=1C=NN(C1)CCN1CCCC1)=O